C(C=C)OC(C)OCCNC(C=C)=O N-(2-(1-(allyloxy)ethoxy)ethyl)acrylamide